2-(4-bromophenyl)-5-[methyl-(pyridin-4-ylmethyl)amino]-4,5,6,7-tetrahydro-2H-indazol-3-ol BrC1=CC=C(C=C1)N1N=C2CCC(CC2=C1O)N(CC1=CC=NC=C1)C